dicyclohexyl-(4-methylphenyl)phosphonium tetrafluoroborate F[B-](F)(F)F.C1(CCCCC1)[PH+](C1=CC=C(C=C1)C)C1CCCCC1